(±)-tert-butyl (1R,2S,3S,5S)-2-fluoro-3-((6-(2-hydroxy-4-(2H-1,2,3-triazol-2-yl)phenyl)pyridazin-3-yl)(methyl)amino)-9-azabicyclo[3.3.1]nonane-9-carboxylate F[C@@H]1[C@H]2CCC[C@@H](C[C@@H]1N(C)C=1N=NC(=CC1)C1=C(C=C(C=C1)N1N=CC=N1)O)N2C(=O)OC(C)(C)C |r|